O1CCC(=CC1)C1=NN2C(N(C(=C(C2=O)N2CCNCC2)CC)CC(=O)N)=N1 2-[2-(3,6-dihydro-2H-pyran-4-yl)-5-ethyl-7-oxo-6-piperazin-1-yl-[1,2,4]triazolo[1,5-a]pyrimidin-4-yl]acetamide